3-bromo-1,5-dimethyl-1,2,4-triazole BrC1=NN(C(=N1)C)C